C(C)OC(=O)C1=CC2=C(N3C(S2)=NC(=C3)C3=C(C=C(C=C3)[C@@H]3NC(CC3)=O)F)C=C1.C(C)OC1=CC(=NC=C1)CC(C#C)=O 1-(4-ethoxypyridine-2-yl)3-butyn-2-one ethyl-(R)-2-(2-fluoro-4-(5-oxopyrrolidin-2-yl)phenyl)benzo[d]imidazo[2,1-b]thiazole-7-carboxylate